FC1=C(C=C2C=NNC2=C1)B1OC(C(O1)(C)C)(C)C 6-Fluoro-5-(4,4,5,5-tetramethyl-1,3,2-dioxaborolan-2-yl)indazol